ClC1=CC=C2CC[C@H](C2=C1)CN1C(OC(=N1)CN1C=NC=2N=CN(C2C1=O)C)=O (R)-3-((6-chloro-2,3-dihydro-1H-inden-1-yl)methyl)-5-((7-methyl-6-oxo-6,7-dihydro-1H-purin-1-yl)methyl)-1,3,4-oxadiazol-2(3H)-one